[N-](S(=O)(=O)C(F)(F)F)S(=O)(=O)C(F)(F)F.[NH4+] ammonium bis(trifluoromethane)sulfonimide